2-(pyridin-4-yl)-6-(trifluoromethyl)pyrido[3,4-d]pyrimidin-4-ol N1=CC=C(C=C1)C=1N=C(C2=C(N1)C=NC(=C2)C(F)(F)F)O